NC1=CC(=C(C=C1N)F)F 4,5-diamino-1,2-difluorobenzene